C1C(CC12OCCO2)CCC2=NC1=NC=CC=C1C=C2 2-[2-(5,8-dioxaspiro[3.4]octan-2-yl)ethyl]-1,8-naphthyridine